ClC=1C=CC=C2C(C=C(OC12)C1=C(OCCN2C[C@@H](CC2)C(=O)O)C=C(C=C1)OCC(C)C)=O (3R)-1-[2-[2-(8-chloro-4-oxo-chromen-2-yl)-5-isobutoxy-phenoxy]ethyl]pyrrolidine-3-carboxylic acid